4-(9h-carbazol-9-yl)-phenylboronic acid C1=CC=CC=2C3=CC=CC=C3N(C12)C1=CC=C(C=C1)B(O)O